C[Nb]C dimethylniobium